(R)-1-(benzyloxy)-1-oxopropan-2-yl-N-methyl-N-((R)-2-((methyl-L-leucyl)oxy)-3-(4-morpholinophenyl) propanoyl)-L-leucinate C(C1=CC=CC=C1)OC(C(C)[C@](N(C([C@@H](CC1=CC=C(C=C1)N1CCOCC1)OC([C@@H](NC)CC(C)C)=O)=O)C)(CC(C)C)C(=O)[O-])=O